NC1CCC(CC1)CC(C)(C)NC[C@H](O)C=1C=NC=C(C1)F (R)-2-((1-((1s,4S)-4-aminocyclohexyl)-2-methylpropan-2-yl)amino)-1-(5-fluoropyridin-3-yl)ethan-1-ol